1-(tert-butyl) 2-methyl (2S,3R,4R)-3-allyl-4-(benzyl(2-bromoethyl)amino)pyrrolidine-1,2-dicarboxylate C(C=C)[C@H]1[C@H](N(C[C@@H]1N(CCBr)CC1=CC=CC=C1)C(=O)OC(C)(C)C)C(=O)OC